2-[[(4-chlorophenyl)sulfonyl]amino]-N-[4-(2,4-dimethoxyphenyl)-2-thiazolyl]-benzamide ClC1=CC=C(C=C1)S(=O)(=O)NC1=C(C(=O)NC=2SC=C(N2)C2=C(C=C(C=C2)OC)OC)C=CC=C1